NC1=NC2=C(C=CC=C2C=C1)N1CCC(CC1)(F)F 2-amino-8-(4,4-difluoropiperidin-1-yl)quinoline